NC1C2CN(CC12)C(=O)C1=CC2=C(N(C(=N2)C2=CC=3C=4N2CCN(C4C=CC3)CCCO)CC3CC3)C(=C1)OC (6-amino-3-azabicyclo[3.1.0]hex-3-yl)(1-(cyclopropylmethyl)-2-(1-(3-hydroxypropyl)-2,3-dihydro-1H-pyrrolo[1,2,3-de]quinoxalin-5-yl)-7-methoxy-1H-benzo[d]imidazol-5-yl)methanone